(Z)-1-(4-amino-2-fluorobut-2-en-1-yl)-4-(2-methyl-5-((trifluoromethyl)sulfonyl)phenyl)-1H-benzo[d][1,2,3]triazole-6-carboxylic acid methyl ester COC(=O)C=1C=C(C2=C(N(N=N2)C/C(=C/CN)/F)C1)C1=C(C=CC(=C1)S(=O)(=O)C(F)(F)F)C